7-bromo-8-isopropoxy-3-methyl-pyrrolo[1,2-a]pyrazin-1-ol BrC=1C(=C2N(C=C(N=C2O)C)C1)OC(C)C